(2-bromo-6-(difluoromethoxy)benzyl)carbamic acid tert-butyl ester C(C)(C)(C)OC(NCC1=C(C=CC=C1OC(F)F)Br)=O